3-chloro-2-(((2R)-4-(pyridin-3-yl)pyrrolidin-2-yl)methoxy)pyridine ClC=1C(=NC=CC1)OC[C@@H]1NCC(C1)C=1C=NC=CC1